C(CCCCC)C(COC(CCCCCNC(CCCCCCCBr)=O)=O)CCCCCCCC.BrCCCCCCCC(=O)NCCCCCC(=O)OCC(CCCCCCCC)CCCCCC 2-hexyldecyl 6-(8-bromooctanamido)hexanoate 2-Hexyldecyl-6-(8-bromooctanamido)hexanoate